CC1=C(C(=CC(=C1)N1CC2=C(CC1)N=C(O2)C(F)(F)F)C)NC(CC(C)(C)C)=O N-[2,6-dimethyl-4-[2-(trifluoromethyl)-6,7-dihydro-4H-oxazolo[5,4-c]pyridin-5-yl]phenyl]-3,3-dimethyl-butanamide